P(OCCCC)(OC1=CC=CC=C1)OC1=CC=CC=C1 monon-butyl diphenyl phosphite